C1(CC1)C(=O)N1CCCC2=CC(=CC=C12)C(C(=O)NC1=NC=C(C=C1)F)OC 2-(1-(Cyclopropancarbonyl)-1,2,3,4-tetrahydrochinolin-6-yl)-N-(5-fluoropyridin-2-yl)-2-methoxyacetamid